O1C(=CC=C1)CC(=O)C(F)(F)F 2-furyltrifluoroacetone